FC1=C(C=CC(=C1)S(=O)(=O)C)C1=COCCCN1C=O 3-(2-fluoro-4-(methylsulfonyl)phenyl)-6,7-dihydro-1,4-oxazepine-4(5H)-carbaldehyde